C(#N)C1=C(C(=C(C(=C1F)F)F)F)C#N 1,2-dicyanotetrafluorobenzene